2-((4-(2-(4-chloro-2-fluorophenyl)-4-fluoro-2H-chromen-8-yl)piperidin-1-yl)methyl)-1-((1-(fluoromethyl)cyclopropyl)methyl)-1H-benzo[d]imidazole-6-carboxylic acid ClC1=CC(=C(C=C1)C1OC2=C(C=CC=C2C(=C1)F)C1CCN(CC1)CC1=NC2=C(N1CC1(CC1)CF)C=C(C=C2)C(=O)O)F